BrC1=C(C(=C(C=2CCCC12)O)C)C 7-bromo-5,6-dimethyl-2,3-dihydro-1H-inden-4-ol